C(C)P(CC)CC triethylphosphane